ClC1=C(OCC(=O)O)C=CC(=C1)Cl 2,4-Dichlorophenoxyacetic Acid